OB1OCC2=C1C(=C(C=C2)C(=O)N[C@@H](C(C)C)C(=O)OCC2=CC=CC=C2)C(C)C Benzyl (1-hydroxy-7-isopropyl-1,3-dihydrobenzo[c][1,2]oxaborole-6-carbonyl)-L-valinate